tert-Butyl N-tert-butoxycarbonyl-N-[2-chloro-4-(4-methylpiperazin-1-yl)phenyl]carbamate C(C)(C)(C)OC(=O)N(C(OC(C)(C)C)=O)C1=C(C=C(C=C1)N1CCN(CC1)C)Cl